N-(3-methylbicyclo[1.1.1]pentan-1-yl)-2-oxo-2-((4S,5S)-3,3,7,7-tetrafluoro-4-hydroxy-1-azaspiro[4.4]nonan-1-yl)acetamide CC12CC(C1)(C2)NC(C(N2CC([C@H]([C@]21CC(CC1)(F)F)O)(F)F)=O)=O